NC1=NC=CC=C1CN(CCC1=CC=C(C=C1)NC(=O)C1=C(C=C(C(=C1)OC)OC)NC(=O)C=1OC2=CC=CC=C2C(C1)=O)CC=1C=C2C=NN(C2=CC1)C N-(2-((4-(2-(((2-Aminopyridin-3-yl)methyl)((1-methyl-1H-indazol-5-yl)methyl)amino)ethyl)phenyl)carbamoyl)-4,5-dimethoxyphenyl)-4-oxo-4H-chromene-2-carboxamide